Trimethoxy(vinyl)silane CO[Si](C=C)(OC)OC